2-methyl-2H-tetrazole-5-amine CN1N=C(N=N1)N